8-[(1R)-1-[(2-Benzylsulfanyl-6-chloro-3-pyridyl)oxy]ethyl]-2-[1-[(2S)-2-[tert-butyl(dimethyl)silyl]oxypropyl]pyrazol-4-yl]-3,6-dimethyl-chromen-4-one C(C1=CC=CC=C1)SC1=NC(=CC=C1O[C@H](C)C=1C=C(C=C2C(C(=C(OC12)C=1C=NN(C1)C[C@H](C)O[Si](C)(C)C(C)(C)C)C)=O)C)Cl